CC1=CC=C(C=C1)S(=O)(=O)[O-].CN(C)[N+]1=CC=CC=C1 (dimethylamino)pyridinium 4-toluenesulfonate